4-(Imidazo[1,2-a]pyridin-3-yl)-N-(5-(piperazin-1-yl)pyridin-2-yl)pyrimidin-2-amine N=1C=C(N2C1C=CC=C2)C2=NC(=NC=C2)NC2=NC=C(C=C2)N2CCNCC2